1-[5-isobutyl-2-(2H-tetrazol-5-yl)-phenyl]-4-[(1-meth-ylimidazol-2-yl)-methyl]piperazine C(C(C)C)C=1C=CC(=C(C1)N1CCN(CC1)CC=1N(C=CN1)C)C=1N=NNN1